6-(tert-Butyl)-3-(3,4-dimethoxybenzoyl)-N-(3-(dimethylamino)propyl)-4-oxo-4H-chromene-2-carboxamide C(C)(C)(C)C=1C=C2C(C(=C(OC2=CC1)C(=O)NCCCN(C)C)C(C1=CC(=C(C=C1)OC)OC)=O)=O